4-cyclohexane-bis(methylamine) C1(CCC(CC1)CN)CN